(S)-6-(3-ethylmorpholino)-4-((methylsulfonyl)methyl)pyridine C(C)[C@H]1COCCN1C1=CC(=CC=N1)CS(=O)(=O)C